CC1(CC1)OC=1C=C2C(=NNC2=CC1)C1=NC=NC(=C1)C1CCN(CC1)CC1CCNCC1 5-(1-methylcyclopropoxy)-3-[6-[1-(4-piperidylmethyl)-4-piperidyl]pyrimidin-4-yl]-1H-indazole